CC1(CC1)C1=CC=C(C=C1)C1CCN(CC1)C(=O)C1CC2(C1)NC(CC2)=O (2r,4s)-2-(4-(4-(1-Methylcyclopropyl)phenyl)piperidine-1-carbonyl)-5-azaspiro[3.4]octan-6-one